C1(CC1)COC=1C=C(CCC=2C=NC=C(C(=O)O)C2)C=CC1CC(F)F (E)-5-(3-(cyclopropylmethoxy)-4-(2,2-difluoroethyl)phenethyl)nicotinic acid